(2R)-2-((8R,9aS)-8-acetamido-1-oxo-5-phenethylhexahydro-1H-pyrrolo[1,2-a][1,4]diazepin-2(3H)-yl)-N-(3,4-dichlorobenzyl)-4-methyl-pentanamide HCl Cl.C(C)(=O)N[C@@H]1C[C@@H]2N(C(CCN(C2=O)[C@@H](C(=O)NCC2=CC(=C(C=C2)Cl)Cl)CC(C)C)CCC2=CC=CC=C2)C1